C(C)(=O)O.CC1=CN=C(O1)[Li] (5-methyl-1,3-oxazol-2-yl)lithium acetate